1-(Trifluoromethyl)cyclopropanecarboxamide cobalt bifluoride F[H-]F.[Co+2].FC(C1(CC1)C(=O)N)(F)F.F[H-]F